ClC1=NC(=CC(=C1)C(C)(C)O)C(F)(F)F 2-[2-chloro-6-(trifluoromethyl)pyridin-4-yl]propan-2-ol